tert-Butyl (±)-4-((4-(3-((2,6-dioxopiperidin-3-yl)amino)phenyl)piperidin-1-yl)methyl)piperidine-1-carboxylate O=C1NC(CC[C@H]1NC=1C=C(C=CC1)C1CCN(CC1)CC1CCN(CC1)C(=O)OC(C)(C)C)=O |r|